N-methyl-octahydrocyclopenta[c]pyrrole CN1CC2C(C1)CCC2